CC(C)C1=CCC(=CC1)CCOC=O menthadienyl formate